C1(CC1)C1=CC=C(C=N1)C1=CN=CC(=N1)NC 6-(6-cyclopropyl-3-pyridinyl)-N-methyl-pyrazin-2-amine